9-(4-(4-Pyridyl)phenyl)-9H-carbazole N1=CC=C(C=C1)C1=CC=C(C=C1)N1C2=CC=CC=C2C=2C=CC=CC12